1-ethyl-1-methylpiperidinium methanesulfonate CS(=O)(=O)[O-].C(C)[N+]1(CCCCC1)C